C(C)C1=NC(=CC=C1C=1C=C(C=C2C=C(NC12)C=1CN(CCC1)C(=O)OC(C)(C)C)C(=O)N1CCN(CC1)C1=NC=C(C=C1OC)F)C Tert-butyl 3-(7-(2-ethyl-6-methylpyridin-3-yl)-5-(4-(5-fluoro-3-methoxypyridin-2-yl)piperazine-1-carbonyl)-1H-indol-2-yl)-5,6-dihydropyridine-1(2H)-carboxylate